(S)-6-chloro-1-(3-chlorobenzyl)-3-methyl-1H-pyrido[2,3-b][1,4]oxazin-2(3H)-one ClC=1C=CC2=C(O[C@H](C(N2CC2=CC(=CC=C2)Cl)=O)C)N1